C1(CC1)C1=C(C(=NO1)C1=C(C=CC=C1Cl)Cl)COC1CCN(CC1)C1=NN(C(=C1)/C(/N)=N/O)C (Z)-3-(4-((5-cyclopropyl-3-(2,6-dichlorophenyl)isoxazol-4-yl)methoxy)piperidin-1-yl)-N'-hydroxy-1-methyl-1H-pyrazole-5-carboximidamide